N[C@H]1CN(CC1)C1=C(C=C2C(C(=CN(C2=C1)C1CC1)CN(CC1=CC(=NC=C1)C)[C@@H]1CN(CCC1)C=1C=NC(=CC1)C)=O)F 7-[(3R)-3-aminopyrrolidin-1-yl]-1-cyclopropyl-6-fluoro-3-({[(3S)-1-(6-methylpyridin-3-yl)piperidin-3-yl][(2-methylpyridin-4-yl)methyl]amino}methyl)-1,4-dihydroquinolin-4-one